methyl 4-(bromomethyl)-3-(difluoro-methoxy)benzoate BrCC1=C(C=C(C(=O)OC)C=C1)OC(F)F